benzo[c]chroman C1=C2C3=C(COC2=CC=C1)C=CC=C3